aspartic acid 1-methyl ester COC([C@@H](N)CC(=O)O)=O